N-phenyl-dicyclohexyl-amine C1(=CC=CC=C1)N(C1CCCCC1)C1CCCCC1